(S)-tert-butylpyrrolidine C(C)(C)(C)N1CCCC1